C1(CC1)N(C1=CC=C(N=N1)C1=C(C=C(C=C1)C=1C=NNC1)O)C1C[C@]2(CC[C@@](C1)(N2)C)C 2-(6-(cyclopropyl((1R,3s,5S)-1,5-dimethyl-8-azabicyclo[3.2.1]octan-3-yl)amino)pyridazin-3-yl)-5-(1H-pyrazol-4-yl)phenol